L-prolyl-glycine N1[C@@H](CCC1)C(=O)NCC(=O)O